NCC1=NC(=NO1)C=1N(C=2C=CC=C(C2C1)N[C@H]1[C@H](CN(CC1)C)F)CC(F)(F)F 2-(5-(aminomethyl)-1,2,4-oxadiazol-3-yl)-N-((3S,4R)-3-fluoro-1-methylpiperidin-4-yl)-1-(2,2,2-trifluoroethyl)-1H-indol-4-amine